3-(benzyloxy)-N2-((S)-but-3-en-2-yl)-4-oxo-N5-(2,4,6-trifluorobenzyl)-1-((5,5,5-trifluoropent-1-en-3-yl)amino)-1,4-dihydropyridine-2,5-dicarboxamide C(C1=CC=CC=C1)OC1=C(N(C=C(C1=O)C(=O)NCC1=C(C=C(C=C1F)F)F)NC(C=C)CC(F)(F)F)C(=O)N[C@@H](C)C=C